CN1N=CC=C1CCC(=O)O 3-(1-methyl-1H-pyrazol-5-yl)propanoic acid